CN(N=CC=O)C (DIMETHYLHYDRAZONO)ACETALDEHYDE